2,4,6-tri(t-butyl)phenol C(C)(C)(C)C1=C(C(=CC(=C1)C(C)(C)C)C(C)(C)C)O